N-(4-(oxazol-5-yl)phenyl)-2-(piperazin-1-yl)pyrimidin-4-amine O1C=NC=C1C1=CC=C(C=C1)NC1=NC(=NC=C1)N1CCNCC1